N=1C(C=C2C1C=CC=N2)=O PYRROLOPYRIDINONE